[I-].OC(COC1=CC=C(OCC[N+](C)(C)C)C=C1)CO [2-[p-(2,3-dihydroxypropoxy)phenoxy]ethyl]trimethylammonium iodide